N-(2,2-dimethyl-6-((2-methyl-1H-imidazol-4-yl)methoxy)-2,3-dihydrobenzofuran-5-yl)pyrazolo[1,5-a]pyrimidine-3-carboxamide CC1(OC2=C(C1)C=C(C(=C2)OCC=2N=C(NC2)C)NC(=O)C=2C=NN1C2N=CC=C1)C